N-(8-(5-(6-ethoxy-1H-pyrazolo[3',4':3,4]pyrazolo[1,5-a]pyridin-4-yl)pyridin-2-yl)-2,8-diazaspiro[4.5]decan-2-yl)-2-chloro-6-fluorobenzamide C(C)OC=1C=C(C=2N(C1)N=C1C2C=NN1)C=1C=CC(=NC1)N1CCC2(CCN(C2)NC(C2=C(C=CC=C2F)Cl)=O)CC1